C(C1=CC=CC=C1)C=1N(C(C2=CC=C(C=C2C1)C(F)(F)F)=O)S(=O)(=O)C1=CC=C(C=C1)[N+](=O)[O-] 3-Benzyl-2-((4-nitrophenyl)sulfonyl)-6-(trifluoromethyl)isoquinolin-1(2H)-one